(2-methyl)-2,4-pentanediol CC(C)(CC(C)O)O